C[C@@H]1CN(C[C@@H](O1)C)C(=O)C=1C2=C(N(N1)CC(=O)N1CCC(CC1)OC1=C(C#N)C=CC=C1)CCC2 2-{[1-({3-[(2R,6S)-2,6-Dimethylmorpholin-4-carbonyl]-5,6-dihydrocyclopenta[c]pyrazol-1(4H)-yl}acetyl)piperidin-4-yl]oxy}benzonitril